tris(2,4,6-trimethyl-3-(3-pyridyl)phenyl)borane (furan-2-ylmethyl)carbamate O1C(=CC=C1)CNC(O)=O.CC1=C(C(=CC(=C1C=1C=NC=CC1)C)C)B(C1=C(C(=C(C=C1C)C)C=1C=NC=CC1)C)C1=C(C(=C(C=C1C)C)C=1C=NC=CC1)C